ClC=1C=CC(=C(C1)NC(=O)NCC=1C=C2CN(C(C2=CC1)=O)C1C(NC(CC1)=O)=O)O 1-(5-chloro-2-hydroxy-phenyl)-3-[[2-(2,6-dioxo-3-piperidyl)-1-oxo-isoindolin-5-yl]methyl]urea